8-(6-Cyclobutyl-1H-pyrrolo[2,3-b]pyridin-3-yl)-3,4-dihydrobenzo[f][1,4]oxazepin-5(2H)-one C1(CCC1)C1=CC=C2C(=N1)NC=C2C2=CC1=C(C(NCCO1)=O)C=C2